FCC1CC(C1)(C#N)C1=CC=C(C=C1)OC(F)(F)F 3-(fluoromethyl)-1-[4-(trifluoromethoxy)phenyl]cyclobutanecarbonitrile